3',4'-Difluoro-3-(6-methanesulfonylaminocarbonyl-1-oxo-1,3-dihydroisoindol-2-yl)biphenyl-4-carboxylic acid amide FC=1C=C(C=CC1F)C1=CC(=C(C=C1)C(=O)N)N1C(C2=CC(=CC=C2C1)C(=O)NS(=O)(=O)C)=O